3,4,5,3-tetramethoxyphenethylamine COC1(CC(CCN)=CC(=C1OC)OC)OC